N-(2,2-diethoxyethyl)pyrido[2,3-d]pyrimidin-4-amine C(C)OC(CNC=1C2=C(N=CN1)N=CC=C2)OCC